1-(8-bromopyrido[2,3-e][1,2,4]triazolo[4,3-a]pyrazin-4-yl)-N-methylazetidin-3-amine 4,4'-methylenebis(3-hydroxy-2-naphthoic acid) salt C(C1=C(C(=CC2=CC=CC=C12)C(=O)O)O)C1=C(C(=CC2=CC=CC=C12)C(=O)O)O.BrC1=CC2=C(N=C(C=3N2C=NN3)N3CC(C3)NC)N=C1